[Cl-].[Cl-].N1=CC=C(C=C1)C1=CC=NC=C1 4,4'-bipyridyl dichloride